8-benzyl-6-(3-((tert-butyldimethylsilyl)oxy)phenyl)-2-(3-methoxyphenylmethyl)imidazo[1,2-a]Pyrazin-3(7H)-one C(C1=CC=CC=C1)C1=C2N(C=C(N1)C1=CC(=CC=C1)O[Si](C)(C)C(C)(C)C)C(C(=N2)CC2=CC(=CC=C2)OC)=O